COC(=O)C1=NC(=C(C=C1)Br)NCC#N.C(C)(C)C1=C(C=CC=C1)N1C=[N+](C=C1)C1=C(C=CC=C1)C(C)C 1,3-bis(isopropylphenyl)imidazolium methyl-5-bromo-6-[(cyanomethyl)amino]pyridine-2-carboxylate